C(=O)O.ClC=1C=C(CCN2C[C@@H](CCC2)N)C=CC1OCC1CC1 (R)-1-(3-chloro-4-(cyclopropylmethoxy)phenethyl)piperidin-3-amine formate salt